(E)-2-methyl-3-(4-(3-fluoro-4-cyanophenyl)thiophen-2-yl)acrylamide C/C(/C(=O)N)=C\C=1SC=C(C1)C1=CC(=C(C=C1)C#N)F